ClC1=NC=C(C=2N1C=NN2)C2(CC2)C(=O)NC (5-chloro-[1,2,4]triazolo[4,3-c]pyrimidin-8-yl)-N-methylcyclopropanecarboxamide